[8-(1-octylnonoxy)-8-oxo-octyl](2S,4S)-4-[4-[(dimethylamino)methyl]triazol-1-yl]-1-(6-oxo-6-undecoxy-hexyl)pyrrolidine-2-carboxylate C(CCCCCCC)C(CCCCCCCC)OC(CCCCCCCOC(=O)[C@H]1N(C[C@H](C1)N1N=NC(=C1)CN(C)C)CCCCCC(OCCCCCCCCCCC)=O)=O